4-(methyl)benzyl bromide CC1=CC=C(CBr)C=C1